[Fe].C(C1=CC(O)=C(O)C(O)=C1)(=O)O gallic acid Iron